2-((2-((2-hydroxytridecyl)oxy)tridecyl)oxy)acetic acid OC(COC(COCC(=O)O)CCCCCCCCCCC)CCCCCCCCCCC